B(O)(O)OB(O)O.B(O)(O)OB(O)O.OC(C)(C)C(C)(C)O pinacol bisdiborate